(1H-indol-3-yl)-6-(2-methoxyphenyl)-3,4-dihydroisoquinoline-2(1H)-carboxamide N1C=C(C2=CC=CC=C12)C1N(CCC2=CC(=CC=C12)C1=C(C=CC=C1)OC)C(=O)N